triglycerol α-monolaurate C(CCCCCCCCCCC)(=O)O.OCC(O)CO.OCC(O)CO.OCC(O)CO